2-(imidazol-1-yl)terephthalic acid N1(C=NC=C1)C1=C(C(=O)O)C=CC(=C1)C(=O)O